BrC=1C=CC(=C(C#N)C1)CN1C(=NC=C1)C(C)(C)C 5-bromo-2-((2-(tert-butyl)-1H-imidazol-1-yl)methyl)benzonitrile